(2S)-N-(4-(cyclopropylamino)-3,4-dioxo-1-((S)-2-oxopyrrolidin-3-yl)butan-2-yl)-4,4-dimethyl-2-((-)-3-phenylbutanamido)pentanamide C1(CC1)NC(C(C(C[C@H]1C(NCC1)=O)NC([C@H](CC(C)(C)C)NC(CC(C)C1=CC=CC=C1)=O)=O)=O)=O